C1(CC=CC1)C1=CC=C(C=C1)F (cyclopent-3-en-1-yl)-4-fluorobenzene